4-Fluoro-N-(2'-fluoro-5-((methylamino)methyl)-[1,1'-biphenyl]-2-yl)benzenesulfonamide FC1=CC=C(C=C1)S(=O)(=O)NC1=C(C=C(C=C1)CNC)C1=C(C=CC=C1)F